3-(5-{4-[(2S)-2,4-Dimethylpiperazin-1-carbonyl]phenyl}-1,2-oxazol-3-yl)-6-(2-methoxyethoxy)-1H-indazol-5-carbonitril C[C@@H]1N(CCN(C1)C)C(=O)C1=CC=C(C=C1)C1=CC(=NO1)C1=NNC2=CC(=C(C=C12)C#N)OCCOC